O.OC(C(=O)[O-])C(C)(C)O.[Na+] (±)-sodium α,β-dihydroxyisovalerate hydrate